2-(4-(5-(((3,3-difluorocyclobutyl)amino)methyl)-6-methoxynicotinoyl)piperazin-1-yl)-N-(5-(4-fluorophenoxy)pyridin-2-yl)propanamide FC1(CC(C1)NCC=1C(=NC=C(C(=O)N2CCN(CC2)C(C(=O)NC2=NC=C(C=C2)OC2=CC=C(C=C2)F)C)C1)OC)F